ethyl-(phenylethyl)phosphinic acid C(C)P(O)(=O)CCC1=CC=CC=C1